(1S,3S)-3-((2-cyclopropyl-6-(5-(((ethyl(2,2,2-trifluoroethyl)carbamoyl)oxy)methyl)-1-methyl-1H-1,2,3-triazol-4-yl)pyridin-3-yl)oxy)cyclohexane-1-carboxylic acid C1(CC1)C1=NC(=CC=C1O[C@@H]1C[C@H](CCC1)C(=O)O)C=1N=NN(C1COC(N(CC(F)(F)F)CC)=O)C